COC=1C=C(N(CC=C(C)C)CC2=CC=C(C=C2)OC)C=CC1 3-methoxy-N-(4-methoxybenzyl)-N-(3-methylbut-2-en-1-yl)aniline